CCCCCC(=O)O n-hexanoate